SNC(=O)C=1C(=C(C(=CC1)C)C)C(=O)N N-sulfanyl-3,4-xylenediamide